N-[(1S)-2,2-dicyclopropyl-1-[[5-(5-cyclopropyl-6-methyl-3-pyridyl)-6-fluoro-2-pyridyl]carbamoyl]ethyl]-2-isopropyl-pyrazole-3-carboxamide C1(CC1)C([C@@H](C(NC1=NC(=C(C=C1)C=1C=NC(=C(C1)C1CC1)C)F)=O)NC(=O)C=1N(N=CC1)C(C)C)C1CC1